(3R)-7-cyclopropyl-6-[(2-fluoro-5-methyl-phenyl)methyl]-4-oxo-1-thia-3a-aza-3-indanecarboxylic acid C1(CC1)C=1C(=CC(N2[C@@H](CSC12)C(=O)O)=O)CC1=C(C=CC(=C1)C)F